4-(6-((2-fluoro-4-(methylsulfonyl)benzyl)Oxy)pyridin-2-yl)piperidine-1-carboxylic acid tert-butyl ester C(C)(C)(C)OC(=O)N1CCC(CC1)C1=NC(=CC=C1)OCC1=C(C=C(C=C1)S(=O)(=O)C)F